3-{[(1s,15R,16R,19s)-3-fluoro-10-oxo-8,18-dioxa-11-azatetracyclo[17.2.2.02,7.011,16]tricosa-2(7),3,5-trien-15-yl]amino}propanenitrile FC=1C=2C3CCC(OC[C@H]4[C@@H](CCCN4C(COC2C=CC1)=O)NCCC#N)CC3